C(C)(C)(C)C=1C=C(CCC(=O)NN)C=C(C1O)C(C)(C)C (3,5-di-t-butyl-4-hydroxyhydrocinnamoyl)hydrazine